CC1=C(C(=O)C2=C(C=CC=3C4=CC=CC=C4P(C23)=O)C)C(=CC=C1)C 2,6-dimethylbenzoyl-9-oxo-2-methyl-9-phosphafluorene